CC1=C(CNC=2C(=NC=CN2)C(=O)N)C=CC=C1 3-[(2-Methylbenzyl)amino]pyrazine-2-carboxamide